N1=CC(=CC=C1)[C@H]1CN(C2(CC2)C1)C(=O)OC(C)(C)C tert-butyl (S)-6-(pyridin-3-yl)-4-azaspiro[2.4]heptane-4-carboxylate